tert-Butyl 6-[4-[[3-fluoro-4-(3-hydroxyphenyl)phenyl]methyl]piperazin-1-yl]pyridazine-3-carboxylate FC=1C=C(C=CC1C1=CC(=CC=C1)O)CN1CCN(CC1)C1=CC=C(N=N1)C(=O)OC(C)(C)C